6-(2-Chloro-5-(isobutyrylaminomethyl)benzoylamino)-1H-indole-2-carboxylic acid ClC1=C(C(=O)NC2=CC=C3C=C(NC3=C2)C(=O)O)C=C(C=C1)CNC(C(C)C)=O